O=C1NC2(CN(C2)C(=O)N2CC3(C2)CC(C3)CC=3C=C(C(=NC3)C(F)(F)F)C#N)CO1 5-[[2-(6-oxo-7-oxa-2,5-diazaspiro[3.4]octane-2-carbonyl)-2-azaspiro[3.3]heptan-6-yl]methyl]-2-(trifluoromethyl)pyridine-3-carbonitrile